NC=1SSC(N1)=S amino-1,2,4-dithiazole-5-thione